NC(C(C(CC1CC1)NC(=O)[C@@H]1[C@H]2C([C@H]2CN1C([C@@H](NC([C@H](CC)C)=O)C(C)C)=O)(C)C)=O)=O (1R,2S,5S)-N-(4-Amino-1-cyclopropyl-3,4-dioxobutan-2-yl)-6,6-dimethyl-3-(((S)-2-methylbutanoyl)-L-valyl)-3-azabicyclo[3.1.0]hexane-2-carboxamide